4-chloro-[1,1'-biphenyl] ClC1=CC=C(C=C1)C1=CC=CC=C1